C(=O)(O)CO[C@@H]1CC2=CC[C@H]3[C@@H]4CC[C@H](C(C)=O)[C@]4(CC[C@@H]3[C@]2(CC1)C)C 20-oxopregn-5-en-3β-yl carboxymethyl ether